ClC=1C=C(C=CC1)[C@@H](C)NC(\C(=C\C1=CNC2=NC=C(C=C21)C=2C=NN(C2)C)\C#N)=O (R,E)-N-(1-(3-chlorophenyl)ethyl)-2-cyano-3-(5-(1-methyl-1H-pyrazol-4-yl)-1H-pyrrolo[2,3-b]pyridin-3-yl)acrylamide